F[C@@H]1[C@@]2(CC[C@](C[C@H]1N(C1=CC=C(N=N1)C1=C(C=C(C=C1)N1C=NC=C1)O)C)(N2C)C)C 2-(6-(((1S,2S,3R,5R)-2-fluoro-1,5,8-trimethyl-8-azabicyclo[3.2.1]octan-3-yl)(methyl)amino)pyridazin-3-yl)-5-(1H-imidazol-1-yl)phenol